C(C1=CC=CC=C1)N1C(C2=C(C=3C=CC=NC13)CCN(C2)CC2=CC=C(C=C2)CC)=O 6-benzyl-3-(4-ethylbenzyl)-2,3,4,6-tetrahydropyrido[3,4-c][1,8]naphthyridin-5(1H)-one